[Na].FC1=NC=CC(=C1)C=1C(=C2CCCC2=CC1)NC1=NC(=NN1COCC[Si](C)(C)C)S(=O)O 5-[[5-(2-fluoro-4-pyridinyl)indan-4-yl]amino]-1-(2-trimethylsilylethoxymethyl)-1,2,4-triazole-3-sulfinic acid sodium